6-chloro-2-(2-chlorophenyl)-[1,2,4]triazolo[1,5-a]pyridine ClC=1C=CC=2N(C1)N=C(N2)C2=C(C=CC=C2)Cl